BrC1=CC2=C(N=C(S2)C23CC(C2)(C3)NC(=O)C=3OC(=CC3)C3(CC3)S(=O)(=O)C)C=C1 N-[1-(6-bromo-1,3-benzothiazol-2-yl)-3-bicyclo[1.1.1]pentanyl]-5-(1-methylsulfonylcyclopropyl)furan-2-carboxamide